3-(4-chlorophenyl)-1-[2-(pyridin-2-yl)ethyl]urea ClC1=CC=C(C=C1)NC(NCCC1=NC=CC=C1)=O